C(C1=CC=CC=C1)O[C@@H]1C[C@@]2(N(C=3C(=NN=C(C3)Cl)NC2=O)C1)C(F)F (6aS,8R)-8-(Benzyloxy)-2-chloro-6a-(difluoromethyl)-6a,7,8,9-tetrahydropyrrolo[1',2':4,5]pyrazino[2,3-c]pyridazin-6(5H)-one